N1CC(CC=CC1)O 2,3,4,7-tetrahydro-1H-azepin-3-ol